C(CC)N(CCC)C(N(CCC)CCC)[SiH2]C1=CC=C(C=C1)C=C bis(dipropylamino)methyl-(4-vinylphenyl)silane